NC1=NC=CC=C1C1=NC=2C(=NC(=CC2)C2=NN(C=C2)C(F)F)N1C=1C=C2CC[C@@H](C2=CC1)NC(C1=C(C(=C(C(=C1)C=O)O)F)F)=O (S)-N-(5-(2-(2-aminopyridin-3-yl)-5-(1-(difluoromethyl)-1H-pyrazol-3-yl)-3H-imidazo[4,5-b]pyridin-3-yl)-2,3-dihydro-1H-inden-1-yl)-2,3-difluoro-5-formyl-4-hydroxybenzamide